O1N=CN=C1 1,2,4-oxa-diazole